COC1=CC=C2C=CC(=CC2=C1)N 7-methoxynaphthalene-2-amine